C1(CC1)C1=CC=C2C(NC(N(C2=C1)C1=NC=CN=C1C)=O)=O 7-cyclopropyl-1-(3-methylpyrazin-2-yl)quinazolin-2,4(1H,3H)-dione